CC(C(=O)OC(C)OC(=O)NCC1(CCCCC1)CC(=O)O)C 2-(1-{[({1-[(2-methylpropanoyl)oxy]ethoxy}carbonyl)amino]methyl}cyclohexyl)acetic acid